Cl.C=CC1=CC=CC=C1 styrene hydrochloride